2-oxindole-5-carboxamide N1C(CC2=CC(=CC=C12)C(=O)N)=O